FC=1C(=C(C=CC1F)[C@H]1[C@H](O[C@@]([C@@H]1C)(C(F)(F)F)C)C(=O)NC1=CC(=[N+](C=C1)[O-])C(=O)N)OC([2H])([2H])[2H] 4-[[(2S,3S,4R,5S)-3-[3,4-Difluoro-2-(trideuteriomethoxy)phenyl]-4,5-dimethyl-5-(trifluoromethyl)tetrahydrofuran-2-carbonyl]amino]-1-oxido-pyridin-1-ium-2-carboxamid